C[N+](C)(C)[C@@H](CC1=CN=C(N1)S(=O)C[C@@H](C(=O)O)N)C(=O)[O-] The molecule is a L-histidine derivative which is an intermediate in the synthesis of ergothioneine, a compound found in certain fungi and mycobacteria. It has a role as a fungal metabolite. It is an ammonium betaine, a sulfoxide, a L-cysteine derivative and a L-histidine derivative. It is a tautomer of a hercynylcysteine sulfoxide zwitterion.